FC1=C(C=CC=C1)N1N=CC(=N1)C(=O)N1CC(CCC1)COC1=CC=CC=C1 (2-(2-fluorophenyl)-2H-1,2,3-triazol-4-yl)(3-(phenoxymethyl)piperidin-1-yl)methanone